P(=O)(OC1=CC=C(C=C1)C)(OCCCC)OCCCC p-cresyl dibutyl phosphate